C(CC)(=O)C1=CC=C(OC(C(=O)O)CCC)C=C1 (4-propionylphenoxy)pentanoic acid